2,4,6-triiodo-1,3,5-triazine IC1=NC(=NC(=N1)I)I